N-(5-chloro-2,3-dihydrobenzofuran-3-yl)-1-((1R,3S)-3-(methylcarbamoyl)cyclopentyl)-2-(3,4,5-trimethoxyphenyl)-1H-benzo[d]imidazole-6-carboxamide ClC=1C=CC2=C(C(CO2)NC(=O)C=2C=CC3=C(N(C(=N3)C3=CC(=C(C(=C3)OC)OC)OC)[C@H]3C[C@H](CC3)C(NC)=O)C2)C1